ClC1=C(C=C(C(=C1)F)F)NC(=O)N[C@@H](C)C=1N(N=CN1)C1=NC=CC=N1 1-(2-chloro-4,5-difluoro-phenyl)-3-[(1S)-1-(2-pyrimidin-2-yl-1,2,4-triazol-3-yl)ethyl]urea